ClC=1C=C(C=CC1)C(C)OC=1C=C(C(=O)N[C@@H](C)C2=NC(=NN2C2=NC=C(C=C2)C#N)C)C=C(C1)C(F)(F)F 3-[1-(3-chlorophenyl)ethoxy]-N-{(1S)-1-[1-(5-cyanopyridin-2-yl)-3-methyl-1H-1,2,4-triazol-5-yl]ethyl}-5-(trifluoromethyl)benzamide